N1[C@H](CCC1)C(C1=CNC2=CC=CC=C12)([2H])[2H] (R)-3-(pyrrolidin-2-ylmethyl-d2)-1H-indole